3-methyl-5-(4,4,5,5-tetramethyl-1,3,2-dioxaborolan-2-yl)-1,2-thiazole CC1=NSC(=C1)B1OC(C(O1)(C)C)(C)C